FC=1C(=NC=2N(C1)N=CC2C=2N=CNC2CCOC)N2[C@H](CCC2)C=2C(=NC=C(C2)F)OC (R)-6-fluoro-5-(2-(5-fluoro-2-methoxypyridin-3-yl)pyrrolidin-1-yl)-3-(5-(2-methoxyethyl)-1H-imidazol-4-yl)pyrazolo[1,5-a]pyrimidine